3-((5-(bromomethyl)-6-fluoropyridin-2-yl)amino)piperidine-2,6-dione BrCC=1C=CC(=NC1F)NC1C(NC(CC1)=O)=O